FC1=C(C#N)C=C(C=C1)CO[C@@H](CO)COCCCCCCCCCCCCCCCCCC (S)-2-Fluoro-5-(((1-hydroxy-3-(octadecyloxy)propan-2-yl)oxy)methyl)benzonitrile